(1R,5S)-3-(2-chloro-6-((1-(Methoxycarbonyl)-1,2,3,4-tetrahydronaphthalen-1-yl)methyl)-5-nitropyrimidin-4-yl)-3,8-diazabicyclo[3.2.1]Octane-8-carboxylate ClC1=NC(=C(C(=N1)N1C[C@H]2CC[C@@H](C1)N2C(=O)[O-])[N+](=O)[O-])CC2(CCCC1=CC=CC=C21)C(=O)OC